galactaro-1,4:6,3-dilactone C1([C@H](O)[C@@H]2[C@H]([C@H](O)C(=O)O2)O1)=O